ClC1=NC=CC(=N1)NC1=NC(=NC=C1)NC1=CC=C(C=C1)N1CCOCC1 N4-(2-chloropyrimidin-4-yl)-N2-(4-morpholinophenyl)pyrimidine-2,4-diamine